The molecule is an aromatic amide obtained by formal condensation of the carboxy group of 5-(5-chloro-2,4-dihydroxyphenyl)-4-(4-methoxyphenyl)pyrazole-3-carboxylic acid with the amino group of ethylamine. It has a role as a Hsp90 inhibitor. It is a member of pyrazoles, a member of resorcinols, a member of monochlorobenzenes, a monomethoxybenzene and an aromatic amide. CCNC(=O)C1=C(C(=NN1)C2=CC(=C(C=C2O)O)Cl)C3=CC=C(C=C3)OC